(4-(benzyloxy)-3-bromo-2,6-dimethylbenzoyl)oxy-2,3,5,6-tetramethylbenzoate C(C1=CC=CC=C1)OC1=C(C(=C(C(=O)OC2=C(C(=C(C(=O)[O-])C(=C2C)C)C)C)C(=C1)C)C)Br